(S)-methyl 3-(2-((4-(3-((2-(1-hydroxyethyl)-1H-imidazol-1-yl)methyl)isoxazol-5-yl)phenyl)ethynyl)-7-azaspiro[3.5]non-7-yl)propanoate O[C@@H](C)C=1N(C=CN1)CC1=NOC(=C1)C1=CC=C(C=C1)C#CC1CC2(C1)CCN(CC2)CCC(=O)OC